The molecule is a hydrate that is the monohydrate form of tacrolimus. It has a role as an immunosuppressive agent. It contains a tacrolimus (anhydrous). C[C@@H]1C[C@@H]([C@@H]2[C@H](C[C@H]([C@@](O2)(C(=O)C(=O)N3CCCC[C@H]3C(=O)O[C@@H]([C@@H]([C@H](CC(=O)[C@@H](/C=C(/C1)\\C)CC=C)O)C)/C(=C/[C@@H]4CC[C@H]([C@@H](C4)OC)O)/C)O)C)OC)OC.O